C(CCC)S(=O)(=O)NC=1C=C(OC=2C=CC(=C(C2)NC(CCN2C=NC=C2)=O)C)C=C(C1)C=1C(=NOC1C)C N-(5-(3-(butylsulfonamido)-5-(3,5-dimethylisoxazol-4-yl)phenoxy)-2-methylphenyl)-3-(1H-imidazol-1-yl)propanamide